NC=1C(=C(C=C2C=C(N=CC12)NC(O[C@H]1COC[C@@H]1C)=O)C=1C=NC=C(C1C)N)F (3R,4S)-4-Methyltetrahydrofuran-3-yl (8-amino-6-(5-amino-4-methylpyridin-3-yl)-7-fluoroisoquinolin-3-yl)carbamate